NC1=NC(=CC=C1C(=O)OC)Cl methyl 2-amino-6-chloro-pyridine-3-carboxylate